1-(5-(methylamino)nicotinoyl)pyrrolidin-2-carbonitrile CNC=1C=NC=C(C(=O)N2C(CCC2)C#N)C1